ClC=1C=C2CN(CC2=CC1C(F)(F)F)C(CCC1(C(NC(N1)=O)=O)C=1N=C(OC1)C)=O 5-(3-(5-chloro-6-(trifluoromethyl)isoindolin-2-yl)-3-oxopropyl)-5-(2-methyloxazol-4-yl)imidazolidine-2,4-dione